(2S,4R)-4-(2-((2-methoxyphenyl)amino)-2-oxoethyl)-1-(2-methylbenzofuro[3,2-d]pyrimidin-4-yl)pyrrolidine-2-carboxylic acid COC1=C(C=CC=C1)NC(C[C@H]1C[C@H](N(C1)C=1C2=C(N=C(N1)C)C1=C(O2)C=CC=C1)C(=O)O)=O